NC=1C=C(C(=C(C1)[C@@H](C)NC1=NC(=NC2=CC(=C(C=C12)NCCOC)C(=O)N1CC2C(C1)COC2)C)F)C(F)F (4-(((R)-1-(5-amino-3-(difluoromethyl)-2-fluorophenyl)ethyl)amino)-6-((2-methoxyethyl)amino)-2-Methylquinazolin-7-yl)(tetrahydro-1H-furo[3,4-c]pyrrol-5(3H)-yl)methanone